(1R,3S)-cyclopentane-1,3-dicarboxylic acid [C@@H]1(C[C@H](CC1)C(=O)O)C(=O)O